CC1=C(C=NN1)C1=CC=C2C(=N1)SC(=N2)NC2=NC=CC(=C2)CN2CCOCC2 5-(5-methyl-1H-pyrazol-4-yl)-N-(4-(morpholino-methyl)pyridin-2-yl)-thiazolo[5,4-b]pyridin-2-amine